Methyl (2S)-2-[[(2S)-2-amino-3-[5-[bis(2-chloroethyl)amino]-1-methyl-benzimidazol-2-yl]propanoyl]amino]-4-methyl-pentanoate N[C@H](C(=O)N[C@H](C(=O)OC)CC(C)C)CC1=NC2=C(N1C)C=CC(=C2)N(CCCl)CCCl